C(=O)O.C1(CC1)C1=C(C(=CC=C1)C)N1CC(C1)C1=CC(=C(CN2CCC(CC2)C(=O)O)C(=C1)C)C 1-(4-(1-(2-cyclopropyl-6-methylphenyl)azetidin-3-yl)-2,6-dimethylbenzyl)piperidine-4-carboxylic acid, formate salt